C(C)OC=1C=NC2=C(CCNCC2)N1 2-ethoxy-6,7,8,9-tetrahydro-5H-pyrazino[2,3-d]azepine